ClC1=C(C=C(C=C1)NS(=O)(=O)C)CO N-[4-chloro-3-(hydroxymethyl)phenyl]methanesulfonamide